3-((5-(5-(difluoromethyl)-1,3,4-oxadiazol-2-yl)pyridin-2-yl)methyl)-5-fluoro-6-(1H-indol-4-yl)benzo[d]oxazol-2(3H)-one FC(C1=NN=C(O1)C=1C=CC(=NC1)CN1C(OC2=C1C=C(C(=C2)C2=C1C=CNC1=CC=C2)F)=O)F